5-Chloro-2-ethyl-1-((1S*)-2-methoxy-4-(3,3,3-trifluoro-2-methylpropyl)phenyl)-N-(((1r,4S)-4-(methylsulfonyl)cyclohexyl)methyl)-1H-imidazole-4-carboxamide ClC1=C(N=C(N1C1=C(C=C(C=C1)CC(C(F)(F)F)C)OC)CC)C(=O)NCC1CCC(CC1)S(=O)(=O)C